C1(CC1)C1=CC2=C(C=C1O)C1(CCC1)OC1=CC(=C(C=C21)C)O 9-cyclopropyl-2-methylspiro[benzo[c]chromene-6,1'-cyclobutane]-3,8-diol